COC(C(CCCC(C=O)(C)C)(C)C1=CC(=CC=C1)Br)=O.C(\C=C\C1=CC(O)=C(O)C=C1)(=O)NCCC1=CC=C(C=C1)O N-trans-caffeoyl-tyramine methyl-2-(3-bromo-phenyl)-2,6,6-trimethyl-7-oxo-heptanoate